5-bromo-1-(tetrahydro-2H-pyran-2-yl)-1H-pyrazolo[3,4-b]pyridine BrC=1C=C2C(=NC1)N(N=C2)C2OCCCC2